COC1=CC=C(C=C1)C=1C=C(C2=CC=CC=C2C1)N1[13C](=CC2=CC=CC=C12)C1=CC=CC=C1 N-(3-p-methoxyphenylnaphthyl)-2-(phenyl)-indole-13C